(S,E)-2-((3-(4-Fluorophenyl)acryloyl)oxy)-N-(2-hydroxyethyl)-N-(4-isopropylbenzyl)ethan-1-amine oxide FC1=CC=C(C=C1)/C=C/C(=O)OCC[N@+](CC1=CC=C(C=C1)C(C)C)(CCO)[O-]